CC1CC(=O)OCC1 3-methylpentanelactone